B(O)(O)C1=C(C=C(CN(C(=O)C=2C=CC(=C(C2)B(O)O)F)CCCC[C@@H](C(=O)N)N)C=C1)C(F)(F)F (S)-(5-((4-borono-3-(trifluoromethyl)benzyl)(5,6-diamino-6-oxohexyl)carbamoyl)-2-fluorophenyl)boronic acid